C(C)(C)(C)OC(=O)N1[C@@H](CCC1)C(C)O (2S)-2-(1-hydroxyethyl)pyrrolidine-1-carboxylic acid tert-butyl ester